1-(4-(1-(3-fluorophenyl)azetidin-3-yl)-2,6-dimethylbenzyl)-3-methylazetidin-3-ol, Formic acid salt C(=O)O.FC=1C=C(C=CC1)N1CC(C1)C1=CC(=C(CN2CC(C2)(O)C)C(=C1)C)C